ClC1=C2CC(CC2=C(C=C1)F)NC=1C=CC(=NC1)[C@@H](C(F)(F)F)N(C(=O)C1CCS(CC1)(=O)=O)C N-((1S)-1-(5-((4-Chloro-7-fluoro-2,3-dihydro-1H-inden-2-yl)amino)pyridin-2-yl)-2,2,2-trifluoroethyl)-N-methyltetrahydro-2H-thiopyran-4-carboxamide 1,1-dioxide